vinylmethyldiisopropenoxy-silane C(=C)C[SiH](OC(=C)C)OC(=C)C